C(=O)O.ClC1=C(C(=CC(=C1)N1C[C@](CCC1)(CCC1=CC(=CC=C1)C(F)(F)F)N(C)C)C)S(=O)(=O)NC1=NC=NC=C1 (R)-2-Chloro-4-(3-(dimethylamino)-3-(3-(trifluoromethyl)-phenethyl)-piperidin-1-yl)-6-methyl-N-(pyrimidin-4-yl)benzenesulfonamide formate